CN([C@H]1CN(CC1)C1=C(C=C(C=C1)N1C=NC(=C1)NC=1N=CC(=NC1)C#N)F)C (R)-5-((1-(4-(3-(Dimethylamino)pyrrolidin-1-yl)-3-fluorophenyl)-1H-imidazol-4-yl)amino)pyrazine-2-carbonitrile